FC=1C(NC(N(C1)C1OCCC1)=O)=O 5-fluoro-1-(tetrahydro-2-furanyl)-uracil